RAC-4-CYCLOPROPOXY-N-(1-(2-(4-(4-(2,6-DIOXOPIPERIDIN-3-YL)PHENYL)PIPERIDIN-1-YL)ACETYL)PIPERIDIN-4-YL)-1-(6-(2-HYDROXYPHENYL)PYRIDAZIN-4-YL)-N-METHYLPIPERIDINE-4-CARBOXAMIDE C1(CC1)OC1(CCN(CC1)C1=CN=NC(=C1)C1=C(C=CC=C1)O)C(=O)N(C)C1CCN(CC1)C(CN1CCC(CC1)C1=CC=C(C=C1)[C@@H]1C(NC(CC1)=O)=O)=O |r|